OC(=O)C(F)(F)F.C1(=CC=CC=C1)CCC1=NOC(=N1)[C@H]1NCCCC1 3-(2-phenylethyl)-5-[(2S)-piperidin-2-yl]-1,2,4-oxadiazole TFA salt